Cl.COC([C@H](CC(C)(C)C)N)=O (S)-2-amino-4,4-dimethylvaleric acid methyl ester hydrochloride